FC(=C(F)F)[Li] trifluorovinyl-lithium